N-(3-((tert-butyldimethylsilyl)oxy)phenyl)quinoxaline-6-carboxamide [Si](C)(C)(C(C)(C)C)OC=1C=C(C=CC1)NC(=O)C=1C=C2N=CC=NC2=CC1